ClCCC1=C2C(=CC(=C1)O2)CCCl 2,6-bis(2-chloroethyl)-1,4-phenylene ether